C(C)OC([C@H](CC(=O)C=1SC2=C(C1)C(=C(C(=C2)OC)OCCCBr)F)C)=O.CC2=CC1=C(C3=CC=CC=C3C(=C1C=C2)OC(=O)OCCCCCCCCCCCC)OC(=O)OCCCCCCCCCCCC 2-methyl-9,10-bis(n-dodecyloxycarbonyloxy)anthracene Ethyl-(2S)-4-[5-(3-bromopropoxy)-4-fluoro-6-methoxy-benzothiophen-2-yl]-2-methyl-4-oxo-butanoate